N-(p-tolyl)thiobenzamide C1(=CC=C(C=C1)NC(C1=CC=CC=C1)=S)C